1-(4-((4-((5-chloro-4-(3-fluorophenoxy)-2-methoxyphenyl)amino)-7-methoxyquinazolin-6-yl)oxy)piperidin-1-yl)prop-2-en-1-one ClC=1C(=CC(=C(C1)NC1=NC=NC2=CC(=C(C=C12)OC1CCN(CC1)C(C=C)=O)OC)OC)OC1=CC(=CC=C1)F